5-bromo-N4-(2-isopropylsulfonylphenyl)-N2-[1-(tetrahydropyran-4-ylmethyl)indazol-5-yl]pyrimidine-2,4-diamine BrC=1C(=NC(=NC1)NC=1C=C2C=NN(C2=CC1)CC1CCOCC1)NC1=C(C=CC=C1)S(=O)(=O)C(C)C